ClC=1N=CC=C2C1NC(=C2)C(=O)N(C)[C@@H]2COCC=1NC(C=3C=C(C(=CC3C12)F)F)=O (S)-7-Chloro-N-(8,9-difluoro-6-oxo-1,4,5,6-tetrahydro-2H-pyrano[3,4-c]isoquinolin-1-yl)-N-methyl-1H-pyrrolo[2,3-c]pyridine-2-carboxamide